4-phenylmercaptobenzyl alcohol C1(=CC=CC=C1)SC1=CC=C(CO)C=C1